5-(6-chloro-3-((1-(2-(4,4-difluoropiperidin-1-yl)-3,6-dimethyl-4-oxo-4H-chromen-8-yl)ethyl)amino)pyridin-2-yl)-3-fluoro-2-hydroxybenzaldehyde ClC1=CC=C(C(=N1)C=1C=C(C(=C(C=O)C1)O)F)NC(C)C=1C=C(C=C2C(C(=C(OC12)N1CCC(CC1)(F)F)C)=O)C